chloro-2-oxoindoline-1-carboxylic acid tert-butyl ester C(C)(C)(C)OC(=O)N1C(C(C2=CC=CC=C12)Cl)=O